ClC=1C(=CC(=NC1)NC1=CC(=NN1C(C)C)C)NC1=C(C(=O)NOC)C=CC=C1 2-((5-chloro-2-[(1-isopropyl-3-methyl-1H-pyrazol-5-yl)amino]pyridin-4-yl)amino)-N-methoxybenzamide